tert-butyl 4-[5-(6-ethoxypyrazin-2-yl)-1,3-thiazole-2-carbonyl]-3-(2-{N-[(4-methoxyphenyl)methyl]cyclopropanesulfonamido}pyrimidin-4-yl)piperazine-1-carboxylate C(C)OC1=CN=CC(=N1)C1=CN=C(S1)C(=O)N1C(CN(CC1)C(=O)OC(C)(C)C)C1=NC(=NC=C1)N(S(=O)(=O)C1CC1)CC1=CC=C(C=C1)OC